NC(/C=C/C(=O)N1CC2=C([C@@H](C1)C1=C(C=CC=C1)C=1C(=NN(C1)CC)C(F)(F)F)C=C(S2)C#N)C2=CC=CC=C2 (4S)-6-((E)-4-amino-4-phenylbut-2-enoyl)-4-(2-(1-ethyl-3-(trifluoromethyl)-1H-pyrazol-4-yl)phenyl)-4,5,6,7-tetrahydrothieno[2,3-c]pyridine-2-carbonitrile